C(C)(C)(C)OC(N[C@@H]1CN(CCC1)C=1C=C2N=C(C(=NC2=CC1)C1=CC=C(C=C1)OC(F)(F)F)C1=CC=C(C=C1)C#N)=O (S)-(1-(3-(4-cyanophenyl)-2-(4-(trifluoromethoxy)phenyl)quinoxalin-6-yl)piperidin-3-yl)carbamic acid tert-butyl ester